5-Methyl-6-(1-methyl-1H-pyrazol-3-yl)pyridin-3-amine CC=1C=C(C=NC1C1=NN(C=C1)C)N